((3R,5R,8S,9S,10S,13S,14S,17S)-3-(ethoxymethyl)-10-ethyl-3-hydroxy-13-methylhexadecahydro-1H-cyclopenta[a]phenanthren-17-yl)((S)-2-methylpiperidin-1-yl)methanone C(C)OC[C@]1(CC[C@@]2([C@H]3CC[C@@]4([C@H](CC[C@H]4[C@@H]3CC[C@@H]2C1)C(=O)N1[C@H](CCCC1)C)C)CC)O